(E)-prop-1-enyl-magnesium bromide C(=C\C)/[Mg]Br